N-(5-Bromo-2-(3-((2-methoxyethyl)(methyl)amino)propoxy)pyridin-3-yl)methanesulfonamide BrC=1C=C(C(=NC1)OCCCN(C)CCOC)NS(=O)(=O)C